C1(CCCCC1)OC(CC=CC)CC=CC 2-cyclohexyloxy-1,3-dipropenyl-propane